Methyl 2-[4-amino-3-(2-methoxyethylamino) phenoxy]-2-methyl-propionate NC1=C(C=C(OC(C(=O)OC)(C)C)C=C1)NCCOC